1,1,1-tris(3-chloro-4-hydroxyphenyl)-methane ClC=1C=C(C=CC1O)C(C1=CC(=C(C=C1)O)Cl)C1=CC(=C(C=C1)O)Cl